4-(4,4-difluorocyclohex-1-en-1-yl)-3-phenyl-1H-pyrazol-5-amine FC1(CC=C(CC1)C=1C(=NNC1N)C1=CC=CC=C1)F